N-(6-(1-cyclopropyl-1H-pyrazol-4-yl)isoquinolin-3-yl)-2-(pyrrolidin-1-yl)acetamide C1(CC1)N1N=CC(=C1)C=1C=C2C=C(N=CC2=CC1)NC(CN1CCCC1)=O